(Z)-1-(2,4-dichlorophenyl)-N-[(2,4-dichlorophenyl)methoxy]-2-imidazol-1-ylethanimine ClC1=C(C=CC(=C1)Cl)/C(/CN1C=NC=C1)=N/OCC1=C(C=C(C=C1)Cl)Cl